P(=O)(OCCCCCCCCCCOC(C(=C)C)=O)(O)O Methacryloxydecyl Dihydrogen Phosphate